5-bromo-4-chloro-2-(prop-1-yn-1-yl)aniline BrC=1C(=CC(=C(N)C1)C#CC)Cl